FC(CN1C[C@H](CC1)N1C(=NC=2C1=C1C(=NC2)NC=C1)[C@@H](C)O)(C(C(F)(F)F)(F)F)F (R)-1-(1-((S)-1-(2,2,3,3,4,4,4-heptafluorobutyl)pyrrolidin-3-yl)-1,6-dihydroimidazo[4,5-d]pyrrolo[2,3-b]pyridin-2-yl)ethanol